(9R,13S)-9,13-dimethyl-19-(oxan-2-yl)-7,10,14-trioxa-4,19,20,23-tetraazatetracyclo[13.5.2.12,6.018,21]tricosa-1(20),2(23),3,5,15(22),16,18(21)-heptaene C[C@@H]1COC2=CN=CC(C3=NN(C=4C=CC(O[C@H](CCO1)C)=CC34)C3OCCCC3)=N2